aluminum hydroxide Stearate C(CCCCCCCCCCCCCCCCC)(=O)[O-].[OH-].[Al+2]